C(C)OC1=CC=C(C=C1)C=1N=C(C2=CC=CC=C2C1)C(=O)NC1CCC2(OCCO2)CC1 3-(4-ethoxyphenyl)-N-(1,4-dioxaspiro[4.5]decan-8-yl)isoquinoline-1-carboxamide